NC=1C=2C(N=C(C1CC1=CC=C(C=C1)C(F)(F)F)O)=NON2 7-Amino-6-{[4-(trifluoromethyl)phenyl]methyl}-[1,2,5]oxadiazolo[3,4-b]pyridin-5-ol